COC1=C(C=NC=C1)C 4-methoxy-3-methylpyridin